di-tert-butyl ((2,4-dioxo-5-(8-((1S,2S)-2-(1-(2,2,2-trifluoroethyl)-1H-indazol-6-yl)cyclopropyl)imidazo[1,2-b]pyridazin-6-yl)-3,4-dihydropyrimidin-1(2H)-yl)methyl) phosphate P(=O)(OC(C)(C)C)(OC(C)(C)C)OCN1C(NC(C(=C1)C=1C=C(C=2N(N1)C=CN2)[C@@H]2[C@H](C2)C2=CC=C1C=NN(C1=C2)CC(F)(F)F)=O)=O